N-benzyl-6-iodohex-5-en-1-amine C(C1=CC=CC=C1)NCCCCC=CI